ClC1=CC(=C(OC=2C=C(C=C(C2)C)C=2C3=C(C(N(C2)C)=O)C=C(S3)C(=O)NC3CCC(CC3)C(=O)O)C(=C1)C)C (1r,4r)-4-(7-(3-(4-chloro-2,6-dimethylphenoxy)-5-methylphenyl)-5-methyl-4-oxo-4,5-dihydrothieno[3,2-c]pyridine-2-carboxamido)cyclohexanecarboxylic acid